benzyl (1S,5R)-2-oxa-6-azabicyclo[3.2.1]octane-6-carboxylate [C@@H]12OCC[C@@H](N(C1)C(=O)OCC1=CC=CC=C1)C2